2-(4-methylthiomorpholin-2-yl)acetic acid hydrochloride Cl.CN1CC(SCC1)CC(=O)O